N1=CN=C2NC=NC2=C1C=1C(=NC=CC1)NC=1C=CC(=C(C1)NC(C1=C(C=CC(=C1)C(F)(F)F)F)=O)F N-(5-(3-(9H-purin-6-yl)pyridin-2-ylamino)-2-fluorophenyl)-2-fluoro-5-(trifluoromethyl)benzamide